ICCSC(COC)=O 2-methoxythioacetic acid-S-(2-iodoethyl) ester